CC=1N(C(=CC1)C)C1=CC=C(C(=N1)C)N1CCN(CC1)C(=O)OC(C)(C)C tert-butyl 4-(6-(2,5-dimethyl-1H-pyrrol-1-yl)-2-methylpyridin-3-yl)piperazine-1-carboxylate